europium (II) bis[bis(trimethylsilyl)amide] C[Si](C)(C)[N-][Si](C)(C)C.C[Si](C)(C)[N-][Si](C)(C)C.[Eu+2]